bis(2,3-dimethyl-1H-benzo[b]cyclopenta[d]thiophen-1-yl)dimethylsilane CC1=C(C2=C(C3=C(S2)C=CC=C3)C1[Si](C)(C)C1C(=C(C3=C1C1=C(S3)C=CC=C1)C)C)C